N-[(4-{6-chloroimidazo[1,2-a]pyridine-3-sulfonyl}phenyl)methyl]imidazo[1,2-a]pyrimidine-6-carboxamide ClC=1C=CC=2N(C1)C(=CN2)S(=O)(=O)C2=CC=C(C=C2)CNC(=O)C=2C=NC=1N(C2)C=CN1